CN(C)CCCC=C(C(=O)O)C dimethylaminopropyl-methyl-acrylic acid